N=1OC=C2C1C=C(C=C2)C2=C(C=CC(=N2)C#N)C=2C=NN(C2)CC2(CCCC2)F 6-(Benzo[c]isoxazol-6-yl)-5-(1-((1-fluorocyclopentyl)methyl)-1H-pyrazol-4-yl)picolinonitril